BrC1=C(C(=C2C(NC=NC2=C1)=O)F)Cl 7-bromo-6-chloro-5-fluoro-3H-quinazolin-4-one